2-methallyl-2-(3-cyano-4-isobutoxyphenyl)-4-methylthiazole-5-carboxylate C(C(C)=C)C1(SC(=C(N1)C)C(=O)[O-])C1=CC(=C(C=C1)OCC(C)C)C#N